N-[4-fluoro-3-(trifluoromethyl)phenyl]-N'-hydroxy-4-[(2-hydroxyethyl)sulfanyl]-1,2,5-oxadiazole-3-carboximidamide FC1=C(C=C(C=C1)NC(=NO)C1=NON=C1SCCO)C(F)(F)F